(R)-N-(2-chloro-3-(3'-chloro-5-(((2-hydroxypropyl)amino)methyl)-6-methoxy-[2,4'-bipyridin]-2'-yl)phenyl)-1,3-dimethyl-2,4-dioxo-1,2,3,4-tetrahydropyrimidine-5-carboxamide ClC1=C(C=CC=C1C1=NC=CC(=C1Cl)C1=NC(=C(C=C1)CNC[C@@H](C)O)OC)NC(=O)C=1C(N(C(N(C1)C)=O)C)=O